C1(=CC=CC=C1)CC(=O)N=C=NC(=O)CC1=CC=CC=C1 di-α-toluoylcarbodiimide